CN1C=C(C2=CC=CC(=C12)N1CCN(CC1)C)C(=O)N methyl-7-(4-methylpiperazin-1-yl)-1H-indole-3-carboxamide